CNS(=O)(=O)N1C(OCC1)=O N-methyl-2-oxo-1,3-oxazolidine-3-sulfonamide